FC(CN1C[C@H](N(CC1)CC1=C2C=CNC2=C(C=C1OC)C)C1=CC(=C(C(=O)O)C=C1)NC1CCOCC1)F (R)-4-(4-(2,2-difluoroethyl)-1-((5-methoxy-7-methyl-1H-indol-4-yl)methyl)piperazin-2-yl)-2-((tetrahydro-2H-pyran-4-yl)amino)benzoic acid